NC1=C2C(=NC(=N1)Cl)N(N=C2)CC=2C=C(CCN1C(C=CC(=C1)CO)=O)C=C(C2)OC 1-(3-((4-amino-6-chloro-1H-pyrazolo[3,4-d]pyrimidin-1-yl)methyl)-5-methoxyphenethyl)-5-(hydroxymethyl)pyridin-2(1H)-one